tert-butyl 4-(3-methoxy-5-methyl-pyrazin-2-yl)piperazine-1-carboxylate COC=1C(=NC=C(N1)C)N1CCN(CC1)C(=O)OC(C)(C)C